C1(=CC=CC=C1)CCCC=CC=CCCC(=O)O 10-phenyldeca-4,6-dienoic acid